C(CCC)N(C1CCC(CC1)=O)CCCC 4-(di-butylamino)cyclohexanone